tert-Butyl 2-(2-formylphenyl)piperidine-1-carboxylate C(=O)C1=C(C=CC=C1)C1N(CCCC1)C(=O)OC(C)(C)C